2-[3-cyano-4-(2-methylpropoxy)phenyl]-4-methyltriazole-5-carboxylic acid C(#N)C=1C=C(C=CC1OCC(C)C)N1N=C(C(=N1)C)C(=O)O